(R)-N-(3-(1-((2-amino-5-chloropyridin-3-yl)oxy)ethyl)phenyl)-5-methylnicotinamide NC1=NC=C(C=C1O[C@H](C)C=1C=C(C=CC1)NC(C1=CN=CC(=C1)C)=O)Cl